C1(=CC=CC=C1)C1=NC2=CC(=CC=C2C=C1)C1=NN2C(NCCC23CNC3)=C1C(=O)N 2'-(2-phenylquinolin-7-yl)-5',6'-dihydro-4'H-spiro[azetidine-3,7'-pyrazolo[1,5-a]pyrimidine]-3'-carboxamide